N-benzyl-3-(8-chloro-1,5-naphthyridin-2-yl)benzenesulfonamide C(C1=CC=CC=C1)NS(=O)(=O)C1=CC(=CC=C1)C1=NC2=C(C=CN=C2C=C1)Cl